2-((t-butyldimethylsilyl)oxy)-10-propyl-10H-phenothiazine-3-carbaldehyde [Si](C)(C)(C(C)(C)C)OC1=CC=2N(C3=CC=CC=C3SC2C=C1C=O)CCC